FC1=CC2=C(C=3NC4=C(C=C(C=C4C3C(C2)C(=O)O)F)F)C=C1 3,8,10-trifluoro-5H,6H,11H-benzo[a]carbazole-6-carboxylic acid